NC1=C2C(=NC=N1)N(N=C2C2=CC(=CC(=C2)OC)F)C(C)C=2OC1=CC=CC=C1C(C2C2=CC(=CC=C2)F)=O 2-(1-(4-amino-3-(3-fluoro-5-methoxyphenyl)-1H-pyrazolo[3,4-d]pyrimidin-1-yl)ethyl)-3-(3-fluorophenyl)-4H-chromen-4-one